tin fluoride hydrate O.[Sn](F)(F)(F)F